ClC1=C2C(=NC(=C1)NC1CCOC3(CCC3)C1)N(C=N2)C 7-chloro-3-methyl-N-(5-oxaspiro[3.5]nonan-8-yl)imidazo[4,5-b]pyridin-5-amine